1-naphthaleneglyoxylic acid zirconium N-butoxide [O-]CCCC.[Zr+4].C1(=CC=CC2=CC=CC=C12)C(C(=O)O)=O.[O-]CCCC.[O-]CCCC.[O-]CCCC